(2S)-2,3-Dihydroxypropanoic acid O[C@H](C(=O)O)CO